4-(4-isocyanato-2,3-dihydrobenzofuran-5-yl)-2-methoxypyridine N(=C=O)C1=C(C=CC2=C1CCO2)C2=CC(=NC=C2)OC